ClC=1C=C2C(=NC=NC2=C(C1C1=C2C=NNC2=CC=C1C)F)N1[C@H](CN(CC1)C(C=C)=O)C 1-((3S)-4-(6-chloro-8-fluoro-7-(5-methyl-1H-indazol-4-yl)quinazolin-4-yl)-3-methyl-piperazin-1-yl)prop-2-en-1-one